7-((6-((dimethylamino)-methyl)-5-((1S,3S)-3-methoxycyclopentyl)pyridin-2-yl)amino)-4-(7-fluoroimidazo[1,2-a]pyridin-3-yl)isoindolin-1-one CN(C)CC1=C(C=CC(=N1)NC=1C=CC(=C2CNC(C12)=O)C1=CN=C2N1C=CC(=C2)F)[C@@H]2C[C@H](CC2)OC